CN1N=CC(=C1)C1=CC=C(C=C1)C(C)N {1-[4-(1-methyl-1H-pyrazol-4-yl)-phenyl]-ethyl}-amine